C1[C@H]([C@H]([C@@H](C(O1)(CO)O)O)O)O The molecule is a fructopyranose having D-configuration. It has a role as a sweetening agent. It is a fructopyranose, a D-fructose and a cyclic hemiketal.